[SH2]1(NC(CN1)=O)=O 1λ6,2,5-thiadiazolidine-1,3-dione